N-Cyclopropyl-5-((5-fluoro-4-(6-phenylimidazo[1,2-a]pyridin-3-yl)pyrimidin-2-yl)amino)picolinamide C1(CC1)NC(C1=NC=C(C=C1)NC1=NC=C(C(=N1)C1=CN=C2N1C=C(C=C2)C2=CC=CC=C2)F)=O